FC1=C(C=C(C=C1)C1=NOC(=C1)C(=O)OC(C)(C)C)OC tert-Butyl 3-(4-fluoro-3-methoxyphenyl)isoxazole-5-carboxylate